C(C)(C)OC1CN(C1)C(=O)O[C@@H]1CC[C@H](CC1)C(N(CC12CCC(CC1)(CC2)C2=CC(=C(C=C2)OC)C)C2=NC=CC(=C2)C=2C=NN(C2)C(C)C)=O 4-((4-(1-Isopropyl-1H-pyrazol-4-yl)pyridin-2-yl)((4-(4-methoxy-3-methylphenyl)bicyclo[2.2.2]octan-1-yl)methyl)carbamoyl)(trans-cyclohexyl) 3-isopropoxy-azetidine-1-carboxylate